FC=1C=CC(=C(C1)O)C=1N=NC(=C2C1COCC2)N[C@H]2CN(C[C@@H](C2)F)C 5-fluoro-2-(1-(((3R,5R)-5-fluoro-1-methylpiperidin-3-yl)amino)-7,8-dihydro-5H-pyrano[3,4-d]pyridazin-4-yl)phenol